3-fluoro-1-(pyridin-2-yl)azetidine-3-carboxylic acid FC1(CN(C1)C1=NC=CC=C1)C(=O)O